C(C=C)C(C1=CC=CC=C1)O allyl-(benzyl) alcohol